7-((3-(dimethylamino)-4-(2,6-dimethylmorpholino)phenyl)amino)-4-methyl-2H-benzo[b][1,4]oxazin-3(4H)-one CN(C=1C=C(C=CC1N1CC(OC(C1)C)C)NC=1C=CC2=C(OCC(N2C)=O)C1)C